carbonic acid ((2r,3s,5r)-5-(6-amino-2-fluoro-9H-purin-9-yl)-2-ethynyl-3-hydroxytetrahydrofuran-2-yl) methyl ester ((5-methyl-2-oxo-1,3-dioxolen-4-yl)methyl)methylcarbamate CC1=C(OC(O1)=O)CN(C(O)=O)C.COC(O[C@]1(O[C@H](C[C@@H]1O)N1C2=NC(=NC(=C2N=C1)N)F)C#C)=O